C(CCCCCCCCCCCCCCCCC)C[N+](C)(C)C stearyl-tetramethylammonium